ClC1=C(C#N)C=CC(=C1)N1CC2(CC1C)CCN(CC2)C2=CC=C(C=C2)C(=O)N2CCN(CC2)C2CCN(CC2)C=2C=C1C(N(C(C1=CC2)=O)C2C(NC(CC2)=O)=O)=O 2-chloro-4-(8-(4-(4-(1-(2-(2,6-dioxopiperidin-3-yl)-1,3-dioxoisoindolin-5-yl)piperidin-4-yl)piperazine-1-carbonyl)phenyl)-3-methyl-2,8-diazaspiro[4.5]decan-2-yl)benzonitrile